C(C)(C)(C)OC(=O)N[C@@H](COC1=C(C=2C=C(C=NC2C=C1)F)C(=O)OCC1=CC=CC=C1)CC1=NC(=CC(=C1)OC)C benzyl (R)-6-(2-((tert-butoxycarbonyl)amino)-3-(4-methoxy-6-methylpyridin-2-yl)propoxy)-3-fluoroquinoline-5-carboxylate